(5,5-Dimethyl-1,3,2-dioxaborinan-2-yl)pyridine CC1(COB(OC1)C1=NC=CC=C1)C